(3-Chloro-2,4-dimethyl-5,7-dihydro-6H-pyrrolo[3,4-b]pyridin-6-yl)(3-(2-(trifluoromethyl)pyridin-4-yl)bicyclo[1.1.1]pentan-1-yl)methanone ClC=1C(=C2C(=NC1C)CN(C2)C(=O)C21CC(C2)(C1)C1=CC(=NC=C1)C(F)(F)F)C